6Z-Nonenal C(C=CCCCCCC)=O